tert-butyl (4-((4-(4-((2,6-dioxopiperidin-3-yl)carbamoyl)-2-fluorophenyl)piperazin-1-yl)methyl)piperidin-1-yl)carbamate O=C1NC(CCC1NC(=O)C1=CC(=C(C=C1)N1CCN(CC1)CC1CCN(CC1)NC(OC(C)(C)C)=O)F)=O